COC(=O)C1CC12CN(CC2)CC2=CC=CC=C2 5-benzyl-5-azaspiro[2.4]heptane-1-carboxylic acid methyl ester